1,3-dimethylene-benzene C=C1CC(CC=C1)=C